1-butyryl-N-((4-(2-methylbenzamido)naphthalen-1-yl)sulfonyl)azetidine-3-carboxamide ethyl-1,2-dimethyl-5-(4,4,5,5-tetramethyl-1,3,2-dioxaborolan-2-yl)pyrrole-3-carboxylate C(C)OC(=O)C1=C(N(C(=C1)B1OC(C(O1)(C)C)(C)C)C)C.C(CCC)(=O)N1CC(C1)C(=O)NS(=O)(=O)C1=CC=C(C2=CC=CC=C12)NC(C1=C(C=CC=C1)C)=O